3-[(3-chloro-2-methoxyphenyl)amino]-2-[2-methoxypyrido[3,2-d]pyrimidin-8-yl]-1,5,6,7-tetrahydroindol-4-one ClC=1C(=C(C=CC1)NC1=C(NC=2CCCC(C12)=O)C1=CC=NC2=C1N=C(N=C2)OC)OC